C[Si]1(C2=CC=CC=C2C1)C 7,7-dimethyl-7-silabicyclo[4.2.0]octa-1,3,5-triene